tert-butyl N-[1-[3-(3-fluorophenyl)-1,2,4-oxadiazol-5-yl]-1-methyl-ethyl]carbamate FC=1C=C(C=CC1)C1=NOC(=N1)C(C)(C)NC(OC(C)(C)C)=O